FC12C3(C4(C2(C2(C1(C3(C42F)F)F)F)F)F)C(=O)O (2s,3R,4s,5S)-2,3,4,5,6,7,8-heptafluorocubane-1-carboxylic acid